1-tert-butyl 4-[2-(trimethylsilyl) ethyl] piperazine-1,4-dicarboxylate N1(CCN(CC1)C(=O)OCC[Si](C)(C)C)C(=O)OC(C)(C)C